[C].[Bi].[Sn] tin bismuth carbon